N-(2-methylbenzylidene)-2-methylpropane-2-sulfinamide CC1=C(C=NS(=O)C(C)(C)C)C=CC=C1